(S,E)-7-(Dimethylamino)-1-((1-((6-(3,3-dimethylbutyl)-9H-purin-8-yl)methyl)-2-oxo-1,2-dihydropyridin-3-yl)amino)-1,7-dioxohept-5-en-2-yl-dimethylcarbamat CN(C(/C=C/CC[C@H](C(=O)NC=1C(N(C=CC1)CC=1NC2=NC=NC(=C2N1)CCC(C)(C)C)=O)CN(C([O-])=O)C)=O)C